1,4-O-dinonanoyl-sorbitol C(CCCCCCCC)(=O)C(O)[C@H](O)[C@@H](O)[C@H](OC(CCCCCCCC)=O)[C@H](O)CO